(R)-3-(3-((4-cyano-3-fluorophenyl)amino)-4-((S)-1-ethoxy-2,2,2-trifluoroethyl)phenyl)-4-methoxybutanoic acid C(#N)C1=C(C=C(C=C1)NC=1C=C(C=CC1[C@@H](C(F)(F)F)OCC)[C@@H](CC(=O)O)COC)F